6-[(1-methyl-1H-pyrazol-4-yl)amino]-1-(6-{[(1S,4S,5S)-2-methyl-2-azabicyclo[2.2.2]octan-5-yl]oxy}pyridin-2-yl)-2-(prop-2-en-1-yl)-1H,2H,3H-pyrazolo[3,4-d]pyrimidin-3-one CN1N=CC(=C1)NC1=NC=C2C(=N1)N(N(C2=O)CC=C)C2=NC(=CC=C2)O[C@@H]2[C@@H]1CN([C@H](C2)CC1)C